Methyl 3-{[(2R*)-2-{[4-bromo-1-(2-fluorophenyl)-5-(6-fluoropyridin-3-yl)-1H-pyrazol-3-yl]oxy}-2-ethoxyethanoyl]oxy}propanoate BrC=1C(=NN(C1C=1C=NC(=CC1)F)C1=C(C=CC=C1)F)O[C@H](C(=O)OCCC(=O)OC)OCC |o1:21|